1H-benzo[e][1,4]diazepin-1-carboxylic acid allyl ester C(C=C)OC(=O)N1C=CN=CC2=C1C=CC=C2